Cl.Cl.Cl.N1C(=NC2=C1C=CC=C2)CCNCCC=2SC=C(N2)C(=O)NCC2=NC=CC=C2F 2-(2-{[2-(1H-1,3-Benzodiazol-2-yl)ethyl]amino}ethyl)-N-[(3-fluoropyridin-2-yl)methyl]-1,3-thiazole-4-carboxamide trihydrochloride